CC1=NC(=NC=C1)[Sn](CCCC)(CCCC)CCCC 4-methyl-2-(tributylstannyl)pyrimidine